propylenglycol dimethacrylat C(C(=C)C)(=O)OCC(C)OC(C(=C)C)=O